ClC1=CC=C(C=C1)C=1OC2=CC(=CC=C2C(C1O)=O)OC 2-(4-chlorophenyl)-3-hydroxy-7-methoxy-4H-chromen-4-one